FC1=C(NC=2N(C(C(=CC2CC(=O)NOCCO)C)=O)C)C=CC(=C1)I 2-(2-fluoro-4-iodoanilino)-N-(2-hydroxyethoxy)-1,5-dimethyl-6-oxopyridine-3-carboxyamide